(RS)-N-[2-(3,5-dimethylphenoxy)-1-methylethyl]-6-(1-fluoro-1-methylethyl)-1,3,5-triazine-2,4-diamine CC=1C=C(OC[C@@H](C)NC2=NC(=NC(=N2)N)C(C)(C)F)C=C(C1)C |r|